C(C)C(C(=O)C1=C(C=C(C=C1)O)O)CC1=CC(=C(C=C1)OC)O ethyl-1-(2,4-dihydroxyphenyl)-3-(3-hydroxy-4-methoxyphenyl)propan-1-one